1-(((4-(azepan-1-yl)-7-(8-ethynyl-7-fluoro-3-(methoxymethoxy)naphthalen-1-yl)-8-fluoropyrido[4,3-d]pyrimidin-2-yl)oxy)methyl)cyclopropane-1-carbaldehyde N1(CCCCCC1)C=1C2=C(N=C(N1)OCC1(CC1)C=O)C(=C(N=C2)C2=CC(=CC1=CC=C(C(=C21)C#C)F)OCOC)F